N-(2-fluoro-2-methylpropyl)-5-(imidazo[1,2-a]pyrimidin-6-yl)-7H-pyrrolo[2,3-d]pyrimidin-2-amine FC(CNC=1N=CC2=C(N1)NC=C2C=2C=NC=1N(C2)C=CN1)(C)C